Cl.FC=1C=C(C=CC1)N1[C@H]2[C@@H](CCC1)NCC2 (3aR,7aR)-4-(3-fluorophenyl)-octahydropyrrolo[3,2-b]pyridine hydrochloride